C(N)(=O)C1CN(CC1)C1=CC2=C(CC(O2)(C)C)C=C1NC(=O)C=1C=NN2C1N=CC=C2 N-(6-(3-Carbamoylpyrrolidin-1-yl)-2,2-dimethyl-2,3-dihydrobenzofuran-5-yl)pyrazolo[1,5-a]pyrimidine-3-carboxamide